allyl-ammonia diphosphonate P(=O)(O)OP(=O)O.C(C=C)N